C(C)(C)(C)OC(CCC=1C=C(C=CC1)C(C(=O)OCC1=CC=CC=C1C1(OC2=C(N1)C=CC=C2)C2(CC2)N2CCN(CC2)C2=NC=NC(=C2C)C)(CCC(C(CO)(F)F)(C)C)C)=O 2-(1-(4-(5,6-dimethylpyrimidin-4-yl)piperazin-1-yl)cyclopropyl)benzo[d]oxazolebenzyl 2-(3-(3-(tert-butoxy)-3-oxopropyl)phenyl)-6,6-difluoro-7-hydroxy-2,5,5-trimethylheptanoate